NC=1SC2=C(N1)C(=CC=C2)C2=C(C=C1C(=NC(=NC1=C2F)OC[C@H]2N(CCC2)C)N2CCNC(CC2)=O)Cl 1-(7-(2-aminobenzo[d]thiazol-4-yl)-6-chloro-8-fluoro-2-(((S)-1-methylpyrrolidin-2-yl)methoxy)quinazolin-4-yl)-1,4-diazepan-5-one